N-[1,1'-Biphenyl]-4-yl[1,1':2',1''-terphenyl]-4'-amine C1(=CC=C(C=C1)NC=1C=C(C(=CC1)C1=CC=CC=C1)C1=CC=CC=C1)C1=CC=CC=C1